FC(OC=1C=C(C=CC1)CC(=O)NC1=CC=C(N=N1)C1CC(CCC1)C1=NN=C(S1)NC(C)=O)(F)F N-(5-(3-(6-(2-(3-(trifluoromethoxy)phenyl)acetylamino)pyridazin-3-yl)cyclohexyl)-1,3,4-thiadiazol-2-yl)acetamide